phenyl[(naphthobenzothiophenyl)naphthyl]Anthracene-d5 C1(=CC=CC=C1)C=1C(=C2C(=C3C(=C(C(=C(C3=CC2=CC1)[2H])[2H])[2H])[2H])[2H])C1=C(C=CC2=CC=CC=C12)C1=CSC=2C1=CC=C1C2C=CC2=CC=CC=C21